C12NCC(C1N1C=C(C=3C(=NC=4C(=C(C(=CC4C31)C(C#N)C)C3=CC(=CC1=CC=CC=C31)O)F)OC[C@H]3N(CCC3)C)Cl)C2 (1-(2-azabicyclo[2.1.1]hex-5-yl)-3-chloro-6-fluoro-7-(3-hydroxynaphthalen-1-yl)-4-(((S)-1-methylpyrrolidin-2-yl)methoxy)-1H-pyrrolo[3,2-c]quinolin-8-yl)propionitrile